OC1=C(C(=CC(=C1O)OC(C)C)C1=CC=CC=C1)C=O 3,4-dihydroxy-5-isopropoxy-[1,1'-biphenyl]-2-carbaldehyde